{(2S,4S)-4-[4-(3-Methyl-1-phenyl-1H-pyrazol-5-yl)-1-piperazinyl]-2-pyrrolidinyl}(1,3-thiazolidin-3-yl)methanone CC1=NN(C(=C1)N1CCN(CC1)[C@H]1C[C@H](NC1)C(=O)N1CSCC1)C1=CC=CC=C1